BrC1=CC=C(C(=N1)OC)[C@H](C)N[S@](=O)C(C)(C)C (R)-N-((S)-1-(6-bromo-2-methoxypyridin-3-yl)ethyl)-2-methylpropan-2-sulfinamide